OC1=C2C(C=C(OC2=CC(=C1OC)O)C1=CC=C(C=C1)Cl)=O 5-hydroxy-6-methoxy-7-hydroxy-4'-chloroflavone